Bis(m-tolyl)silylene(cyclopentadienyl)(2,7-di-tert-butylfluorenyl)zirconium dichloride [Cl-].[Cl-].C1(=CC(=CC=C1)[Si](=[Zr+2](C1=C(C=CC=2C3=CC=C(C=C3CC12)C(C)(C)C)C(C)(C)C)C1C=CC=C1)C=1C=C(C=CC1)C)C